C[C@@H]1O[C@@H](CN(C1)C1=CC=CC(=N1)C1=NC2=CC(=NC=C2C=C1)CNC(=O)C1=CC2=C(OC(CC(S2(=O)=O)F)C)C(=C1)F)C N-((2-(6-((2S,6R)-2,6-dimethylmorpholino)pyridin-2-yl)-1,6-naphthyridin-7-yl)methyl)-4,9-difluoro-2-methyl-3,4-dihydro-2H-benzo[b][1,4]oxathiepine-7-carboxamide 5,5-dioxide